Aminopropyl-trimethylsilane NCCC[Si](C)(C)C